C(C)(C)(C)C1N(C2=CC=CC(=C2C1)B1OC(C(O1)(C)C)(C)C)C(=O)OCC=1SC=C(C1)CN (4-(aminomethyl)thiophen-2-yl)methanol tert-butyl-4-(4,4,5,5-tetramethyl-1,3,2-dioxaborolan-2-yl)-2,3-dihydroindole-1-carboxylate